N2-((benzyloxy)carbonyl)-N5-((3aR,6S,6aS)-6-carbamoyl-2,2-dimethyltetrahydrofuro[3,4-d][1,3]dioxol-4-yl)-L-glutamine C(C1=CC=CC=C1)OC(=O)N[C@@H](CCC(NC1O[C@@H]([C@H]2OC(O[C@H]21)(C)C)C(N)=O)=O)C(=O)O